ClC1=C(C(=CC=C1)C)N1CCN(CC1)C(CN1C(=CC2=CC(=CC=C12)C)C(=O)O)=O (2-(4-(2-chloro-6-methylphenyl)piperazin-1-yl)-2-oxoethyl)-5-methyl-1H-indole-2-carboxylic acid